3,4-dimethyl-8-[(3S,4R)-3-methyl-4-[(2-methyl-4-pyridyl)oxy]pyrrolidin-1-yl]pyrimido[4',5':4,5]thieno[2,3-c]pyridazine dihydrochloride Cl.Cl.CC1=C(C2=C(N=N1)SC1=C2N=CN=C1N1C[C@@H]([C@H](C1)OC1=CC(=NC=C1)C)C)C